2-cyclobutyl-4,5,6,7-tetrahydro-[1,3]thiazolo[5,4-c]pyridine C1(CCC1)C=1SC=2CNCCC2N1